N1-((5,5-difluoro-3-((6r,9r)-2-oxaspiro[5.5]undecan-9-yl)-5,6-dihydro-4H-pyrrolo[1,2-b]pyrazol-2-yl)methyl)-N1,N2-dimethylethane-1,2-diamine FC1(CC=2N(N=C(C2C2CCC3(CCCOC3)CC2)CN(CCNC)C)C1)F